[4-[(E)-3-(4-Hydroxyphenyl)-3-oxoprop-1-enyl]phenyl] 4-methylbenzenesulfonate CC1=CC=C(C=C1)S(=O)(=O)OC1=CC=C(C=C1)\C=C\C(=O)C1=CC=C(C=C1)O